C1(=CC=CC=2C(C3=CC=CC=C3C(C12)=O)=O)SC1=CC=CC=2C(C3=CC=CC=C3C(C12)=O)=O anthraquinonylsulfide